C(OCC=C)([O-])=O vinylmethyl carbonate